N1=CC=C(C=C1)CC=1C=NNC1 4-(pyridin-4-ylmethyl)-1H-pyrazol